NC1CC2(CN(C2)C2=C3C(N(C(C3=CC=C2)=O)C2C(NC(CC2)=O)=O)=O)C1 4-(6-amino-2-azaspiro[3.3]heptan-2-yl)-2-(2,6-dioxopiperidin-3-yl)isoindoline-1,3-dione